ClC1=CC(=C(S1)C1=CC=C(C(=N1)C)O[C@H](CCC(=O)O)CCC)COC(N(C)CC)=O (1S,3S)-3-((6-(5-Chloro-3-(((ethyl(methyl)carbamoyl)oxy)methyl)thiophen-2-yl)-2-methylpyridine-3-yl)oxy)hexane-1-carboxylic acid